SC1=NC=2N(C(N(C(C2N1CC#N)=O)C)=O)C 2-(8-mercapto-1,3-dimethyl-2,6-dioxo-2,3-dihydro-1H-purin-7(6H)-yl)acetonitrile